6-(7-(((3R)-3-fluoro-1-piperidinyl)carbonyl)-2-quinoxalinyl)-2-methyl-1(2H)-isoquinolinone F[C@H]1CN(CCC1)C(=O)C1=CC=C2N=CC(=NC2=C1)C=1C=C2C=CN(C(C2=CC1)=O)C